N-[(4,6-dichloropyrimidin-5-yl)methyleneamino]-2,4-difluoro-aniline ClC1=NC=NC(=C1C=NNC1=C(C=C(C=C1)F)F)Cl